NC1=C(C(=C(OC2=CC(=NC=C2)NC(=O)C2CC2)C=C1)C)F N-(4-(4-amino-3-fluoro-2-methylphenoxy)pyridin-2-yl)cyclopropanecarboxamide